perfluoro-2-Propoxypropyl vinyl ether C(=C)OC(C(C(F)(F)F)(OC(C(C(F)(F)F)(F)F)(F)F)F)(F)F